butyl-phosphonic acid diethyl ester C(C)OP(OCC)(=O)CCCC